Ethyl 6-(6-amino-5-(3-(2-bromophenyl)propanamido)-2,4-dioxo-3-(prop-2-yn-1-yl)-3,4-dihydropyrimidin-1(2H)-yl)hexanoate NC1=C(C(N(C(N1CCCCCC(=O)OCC)=O)CC#C)=O)NC(CCC1=C(C=CC=C1)Br)=O